FC1C(NC(C2=CC=CC=C12)=O)OC 4-fluoro-3-methoxy-3,4-dihydroisoquinolin-1(2H)-one